CC1(OB(OC1(C)C)N1N=CC=2C1=NC=CC2)C (4,4,5,5-tetramethyl-1,3,2-dioxaborolan-2-yl)-1H-pyrazolo[3,4-b]pyridine